(4-((6,7-dimethoxyquinazolin-4-yl)oxy)-3-trifluoromethylphenyl)-1-(2-fluorophenyl)-2-oxo-1,2,4,5,6,7-hexahydropyrazolo[1,5-a]pyridine-3-carboxamide COC=1C=C2C(=NC=NC2=CC1OC)OC1=C(C=C(C=C1)C1C=2N(CCC1)N(C(C2C(=O)N)=O)C2=C(C=CC=C2)F)C(F)(F)F